(E)-4-(6-(3-(trifluoromethoxy)phenoxy)pyridin-3-yl)but-3-en-2-one FC(OC=1C=C(OC2=CC=C(C=N2)/C=C/C(C)=O)C=CC1)(F)F